4-(dimethylphosphoryl)-5-fluoro-N-(2-fluoro-4-iodophenyl)pyridin-3-amine CP(=O)(C)C1=C(C=NC=C1F)NC1=C(C=C(C=C1)I)F